(S)-2-((S)-2-((tert-butoxycarbonyl)amino)-3,3-dimethylbutanamido)-3-(1-fluorocyclopropyl)propanoic acid C(C)(C)(C)OC(=O)N[C@H](C(=O)N[C@H](C(=O)O)CC1(CC1)F)C(C)(C)C